O[C@@]1(C(N(CC1)C)=O)C1=CC(=NO1)C=1C=C(C=CC1)C1=CC=C(C(=N1)C(=O)N)OC (R)-6-(3-(5-(3-hydroxy-1-methyl-2-oxopyrrolidin-3-yl)isoxazol-3-yl)phenyl)-3-methoxypyridine-amide